BrCCCCCCCCN1C(C(C2=CC=CC=C12)(C)C)=C 1-(8-bromooctyl)-3,3-dimethyl-2-methyleneindoline